7-methoxy-8-(3-methyl-2-butenyl)coumarin Di-Sodium hydrogen phosphate P(=O)(O)([O-])[O-].[Na+].[Na+].COC1=CC=C2C=CC(OC2=C1CC=C(C)C)=O